4-(2-methyl-6,7-dihydropyrazolo[1,5-a]pyrimidin-4(5H)-yl)-4-oxo-N-(4-(pyridin-4-yl)phenyl)butanamide CC1=NN2C(N(CCC2)C(CCC(=O)NC2=CC=C(C=C2)C2=CC=NC=C2)=O)=C1